C(C)(C)(C)OC(=O)N1CCC(CC1)(CCC1=CC=CC=C1)CN(C)C 4-((dimethylamino)methyl)-4-phenethylpiperidine-1-carboxylic acid tert-butyl ester